3-benzyl-1,5-dimethyl-2,4-dioxo-3-azabicyclo[3.1.0]hexane-6-carboxylic acid ethyl ester C(C)OC(=O)C1C2(C(N(C(C12C)=O)CC1=CC=CC=C1)=O)C